CC(C[C@@H](C(=O)NC=1SC=C(N1)C1=CC=C(C=C1)C(F)(F)F)NS(=O)(=O)C1=CC=C(C=C1)C)C (S)-4-methyl-2-(4-methylphenyl-sulphonamido)-N-(4-(4-(trifluoromethyl)phenyl)thiazol-2-yl)pentanamide